4-{6-azaspiro[2.5]octane-6-carbonyl}-2-(6-fluoro-1-methyl-1H-indol-4-yl)-6,7-dimethoxy-1,2-dihydroisoquinolin-1-one C1CC12CCN(CC2)C(=O)C2=CN(C(C1=CC(=C(C=C21)OC)OC)=O)C2=C1C=CN(C1=CC(=C2)F)C